(2S,3S)-2-methyl-1-(1H-pyrrolo[3,2-b]pyridine-2-carbonyl)-N-(3,4,5-trifluorophenyl)pyrrolidine-3-carboxamide C[C@@H]1N(CC[C@@H]1C(=O)NC1=CC(=C(C(=C1)F)F)F)C(=O)C1=CC2=NC=CC=C2N1